3-[[7-[3-(2-amino-2-oxo-ethyl)azetidin-1-yl]-2-(2-chlorophenyl)-3-(4-chlorophenyl)pyrazolo[1,5-a]pyrimidin-5-yl]-methyl-amino]-N-methyl-propanamide NC(CC1CN(C1)C1=CC(=NC=2N1N=C(C2C2=CC=C(C=C2)Cl)C2=C(C=CC=C2)Cl)N(CCC(=O)NC)C)=O